methyl 4-(bis(4-methoxybenzyl)amino)-1-(2-chloro-6-methyl-4-nitrophenyl)-6-oxo-1,6-dihydropyrimidine-5-carboxylate COC1=CC=C(CN(C=2N=CN(C(C2C(=O)OC)=O)C2=C(C=C(C=C2C)[N+](=O)[O-])Cl)CC2=CC=C(C=C2)OC)C=C1